C(C)OC(COC1=NOC(=C1)[C@H](C(=O)N1[C@@H](C[C@H](C1)O)C(=O)OC)C(C)C)OCC Methyl (2S,4R)-1-[(2R)-2-[3-(2,2-diethoxyethoxy)isoxazol-5-yl]-3-methylbutanoyl]-4-hydroxy-pyrrolidine-2-carboxylate